CCCC(CCC)OCC1=CC(=C(C=C1)O)OC 4-((heptan-4-yloxy)methyl)-2-methoxyphenol